5-bromo-3-((1-isopropyl-1H-pyrazol-4-yl)oxy)pyridin-2-amine BrC=1C=C(C(=NC1)N)OC=1C=NN(C1)C(C)C